N-(2-aminoethyl)maleimide, trifluoroacetic acid salt FC(C(=O)O)(F)F.NCCN1C(C=CC1=O)=O